4'-fluoro-3-(1-(prop-1-en-2-yl)-1H-pyrazol-3-yl)-[1,1'-biphenyl]-4-carbonitrile FC1=CC=C(C=C1)C1=CC(=C(C=C1)C#N)C1=NN(C=C1)C(=C)C